7,10-bis([1,1'-biphenyl]-4-yl)-8-(4-bromophenyl)fluoranthene C1(=CC=C(C=C1)C1=C2C3=CC=CC4=CC=CC(C2=C(C=C1C1=CC=C(C=C1)Br)C1=CC=C(C=C1)C1=CC=CC=C1)=C43)C4=CC=CC=C4